Cl.ClC=1C=CC(=C(CN2CCNCC2)C1)OCC 1-(5-chloro-2-ethoxybenzyl)piperazine hydrochloride